ClC1=CC=C2C(=N1)C(=CN2)NC2=NC1=C(N2)C=CC(=C1)C1=CC=NC=C1 N-(5-Chloro-1H-pyrrolo[3,2-b]pyridin-3-yl)-5-(pyridin-4-yl)-1H-benzo[d]imidazol-2-amine